ClC=1C(=NC(=NC1)N1CC(C1)NC)NC(C)C1=C(C=C(C=C1)Cl)Cl 5-chloro-N-(1-(2,4-dichlorophenyl)ethyl)-2-(3-(methylamino)azetidin-1-yl)pyrimidin-4-amine